1-benzyl-5-(3-chlorophenyl)-N-((2-(2,6-dioxopiperidin-3-yl)-1-oxoisoindolin-5-yl)methyl)-4-methyl-1H-pyrazole-3-carboxamide C(C1=CC=CC=C1)N1N=C(C(=C1C1=CC(=CC=C1)Cl)C)C(=O)NCC=1C=C2CN(C(C2=CC1)=O)C1C(NC(CC1)=O)=O